OC1(CC(C1)C(=O)N1CC2(C1)CCC(CC2)OC2=NC(=C(C=C2)C(F)(F)F)C)C ((1s,3s)-3-Hydroxy-3-methylcyclobutyl)(7-((6-methyl-5-(trifluoromethyl)pyridin-2-yl)oxy)-2-azaspiro[3.5]nonan-2-yl)methanone